methyl 3-[[6-[3-[2-methoxy-4-(methylcarbamoyl)anilino]prop-1-ynyl]-1-(2,2,2-trifluoroethyl) benzimidazole-4-carbonyl]amino]bicyclo[1.1.1]pentane-1-carboxylate COC1=C(NCC#CC=2C=C(C3=C(N(C=N3)CC(F)(F)F)C2)C(=O)NC23CC(C2)(C3)C(=O)OC)C=CC(=C1)C(NC)=O